Cl.N1CC(C1)C1CCN(CC1)C(=O)C1=C(C=C(C=C1)NC=1C=2N(C=CN1)C(=CN2)C2=CC=C(C=C2)OC(F)F)C (4-(azetidin-3-yl)piperidin-1-yl)(4-((3-(4-(difluoromethoxy)phenyl)imidazo[1,2-a]pyrazin-8-yl)amino)-2-methylphenyl)methanone hydrochloride